6-(((3S,8S,9S,10R,13R,14S,17R)-10,13-Dimethyl-l-7-((R)-6-methylheptan-2-yl)-2,3,4,7,8,9,10,11,12,13,14,15,16,17-tetradecahydro-1H-cyclopenta[a]phenanthren-3-yl)oxy)-6-oxohexanoic acid C[C@]12[C@H]3CC[C@]4(CCC[C@H]4[C@@H]3C(C=C2C[C@H](CC1)OC(CCCCC(=O)O)=O)[C@H](C)CCCC(C)C)C